CC1CC2C(NC(N2)=O)CO1 6-methylhexahydropyrano[3,4-d]imidazol-2(3H)-one